C(C)N(C1=CC=C(C=C1)C1=CC=C(C=C1)CC(=O)N1C[C@@H](CC[C@@H]1C)C(=O)O)CC (3R,6S)-1-(2-(4'-(diethylamino)-[1,1'-biphenyl]-4-yl)acetyl)-6-methylpiperidine-3-carboxylic acid